but-3-enylamine HCl salt Cl.C(CC=C)N